(Z)-5-((dimethylamino)methylene)-2-ethoxy-2-(trifluoromethyl)cyclopentan CN(C)\C=C/1\CCC(C1)(C(F)(F)F)OCC